6-Methoxy-2-((1S,2S)-2-methyl-4-(methylamino)cyclohexyl)-N-(pyrazolo[1,5-a]pyrimidin-3-yl)-2H-indazole-5-carboxamide COC=1C(=CC2=CN(N=C2C1)[C@@H]1[C@H](CC(CC1)NC)C)C(=O)NC=1C=NN2C1N=CC=C2